L-tyrosin N[C@@H](CC1=CC=C(C=C1)O)C(=O)O